5,6,7,8-tetramethoxy-1-(2-methoxyethyl)-quinolin-4(1H)-one COC1=C2C(C=CN(C2=C(C(=C1OC)OC)OC)CCOC)=O